(2S)-4-[{(1R)-1-[1-Benzyl-4-(2,5-difluorophenyl)-1H-pyrrol-2-yl]-2,2-dimethylpropyl}(glycoloyl)amino]-2-{[(9H-fluoren-9-ylmethoxy)carbonyl]amino}butanoic acid C(C1=CC=CC=C1)N1C(=CC(=C1)C1=C(C=CC(=C1)F)F)[C@@H](C(C)(C)C)N(CC[C@@H](C(=O)O)NC(=O)OCC1C2=CC=CC=C2C=2C=CC=CC12)C(CO)=O